C(\C=C\C1=CC(OC)=C(O)C=C1)(=O)O trans-ferulic acid